2-(1,2,5,6-tetrahydropyridin-3-yl-thiazol-4-yl)propanamide N1CC(=CCC1)C=1SC=C(N1)C(C(=O)N)C